FC1=C(C=C(C=C1)[N+](=O)[O-])OCC(F)(F)F 1-fluoro-2-(2,2,2-trifluoroethoxy)-4-nitrobenzene